5-(2-ethoxypyridin-3-yl)-1-isopropyl-N-((1-methyl-1H-pyrazol-3-yl)methyl)-1H-pyrazolo[4,3-b]pyridin-7-amine C(C)OC1=NC=CC=C1C1=CC(=C2C(=N1)C=NN2C(C)C)NCC2=NN(C=C2)C